9-fluoro-5,8,8-trimethyl-5-(3-(4,4,5,5-tetramethyl-1,3,2-dioxaborolan-2-yl)phenyl)-5,8,9,10-tetrahydrobenzo[b][1,8]naphthyridin FC1C(C=CC2=C1NC=1N=CC=CC1C2(C2=CC(=CC=C2)B2OC(C(O2)(C)C)(C)C)C)(C)C